FC1(CCN(CCC1)C=1N=NC(=C(C1C(=O)NC=1C=C(C=CC1)[S@](=O)(C)=NC(CN(C(OC(C)(C)C)=O)C)=O)C)C(F)(F)F)F tert-butyl (R)-(2-(((3-(3-(4,4-difluoroazepan-1-yl)-5-methyl-6-(trifluoromethyl)pyridazine-4-carboxamido)phenyl)(methyl)(oxo)-λ6-sulfaneylidene)amino)-2-oxoethyl)(methyl)carbamate